C(CC)C1=COC2=C1C=C(C=C2)O 3-propylbenzofuran-5-ol